COC(CCCCCCCCCCCO)N aminododecylene glycol monomethyl ether